2-(3,4-dimethoxyphenyl)-6-(1-(8-(2-methoxyethyl)-8-azabicyclo[3.2.1]oct-3-yl)piperidin-4-yl)-1,4-dimethyl-1H-benzo[d]imidazole COC=1C=C(C=CC1OC)C1=NC2=C(N1C)C=C(C=C2C)C2CCN(CC2)C2CC1CCC(C2)N1CCOC